N-[4-chloro-2-[(di-2-propyl-lambda4-sulfanylidene)carbamoyl]-6-methyl-phenyl]-2-(3-chloro-2-pyridyl)-5-(trifluoromethyl)pyrazole ClC1=CC(=C(C(=C1)C)N1N(CC=C1C(F)(F)F)C1=NC=CC=C1Cl)C(N=S(C(C)C)C(C)C)=O